C(C([2H])([2H])[2H])OC([C@H](CCC(C=[N+]=[N-])=O)NC([C@H](C)OC)=O)=O.CC=1C=C(C2=CC=CC=C2C1)C1(CCC1)S(=O)(=O)N 3-methylnaphthalen-1-yl-cyclobutanesulfonamide ethyl-2,2,2-d3-(S)-6-diazo-2-((S)-2-methoxypropanamido)-5-oxohexanoate